(R)-N-(2-Fluoro-5-((6-methylpyridin-3-yl)oxy)benzylidene)-2-methylpropane-2-sulfinamide FC1=C(C=N[S@](=O)C(C)(C)C)C=C(C=C1)OC=1C=NC(=CC1)C